bis-(2-acryloyloxyethyl) phosphate P(=O)(OCCOC(C=C)=O)(OCCOC(C=C)=O)[O-]